FC1=C(C=C(C=C1)C(NCCN1C[C@H](CC1)OC)=O)NC(=O)C=1C=C2C(=NC1)N(C(=C2)C=2C=NN(C2)C)COCC[Si](C)(C)C (S)-N-(2-fluoro-5-((2-(3-methoxypyrrolidin-1-yl)ethyl)carbamoyl)phenyl)-2-(1-methyl-1H-pyrazol-4-yl)-1-((2-(trimethylsilyl)ethoxy)methyl)-1H-pyrrolo[2,3-b]pyridine-5-carboxamide